2-(2,2,2-trifluoroethoxy)pyrimidine-4-carbonitrile FC(COC1=NC=CC(=N1)C#N)(F)F